4-[3-(2-Fluoro-pyridin-4-yl)-2,6-dimethyl-7,8-dihydro-6H-9-oxa-1,3a,4,6-tetraaza-cyclopenta[a]naphthalen-5-ylamino]-1-methyl-cyclohexanol FC1=NC=CC(=C1)C1=C(N=C2N1N=C(C=1N(CCOC21)C)NC2CCC(CC2)(O)C)C